N-(2-chloro-4-(trifluoromethyl)phenyl)-1-(5-cyano-4-((1-(2-(2,6-dioxopiperidin-3-yl)-1,3-dioxoisoindolin-5-yl)azetidin-3-yl)ethynyl)-1H-pyrazol-1-yl)cyclobutane-1-carboxamide ClC1=C(C=CC(=C1)C(F)(F)F)NC(=O)C1(CCC1)N1N=CC(=C1C#N)C#CC1CN(C1)C=1C=C2C(N(C(C2=CC1)=O)C1C(NC(CC1)=O)=O)=O